2,4-Dimethoxybenzyl methylheptanoate CC(C(=O)OCC1=C(C=C(C=C1)OC)OC)CCCCC